tert-butyl-imino-2,2-diethylpyrrolidine C(C)(C)(C)N1C(C(CC1)=N)(CC)CC